γ-linolenoyl-glutamic acid C(CCCC\C=C/C\C=C/C\C=C/CCCCC)(=O)N[C@@H](CCC(=O)O)C(=O)O